3-iodopropyltrimethoxysilane ICCC[Si](OC)(OC)OC